N1(C=CC=C1)CCCNC=1C2=C(N=C(N1)C(F)(F)F)SC(=C2)C N-(3-(1H-pyrrol-1-yl)propyl)-6-methyl-2-(trifluoromethyl)thieno[2,3-d]pyrimidin-4-amine